CC1=CC(=NN1)C1=CC=NC=C1 4-(5-methyl-1H-pyrazol-3-yl)pyridine